ClC1=CC(=C(COC2=CC=CC(=N2)C2CCN(CC2)C(C(=O)NC2=C(C=C(C(=O)OC)C=C2)NC[C@H]2OCC2)C)C=C1)F Methyl 4-(2-(4-(6-((4-chloro-2-fluorobenzyl)oxy)pyridin-2-yl)piperidin-1-yl)propionamido)-3-((((S)-oxetan-2-yl)methyl)amino)benzoate